C(C)[C@H]1C(C(CC=C1)=O)C1=CC=C(C=C1)Cl Ethyl-(R)-2-(4-chlorophenyl)-3-oxo-2,3-dihydro-1H-benzol